N(N)C(=O)N Hydrazine-1-carboxamide